6-(4-chlorophenyl)-N-[(1RS)-1-cyclobutyl-2-hydroxyethyl]-2-(3-fluorophenyl)-3-oxo-2,3-dihydropyridazine-4-carboxamide ClC1=CC=C(C=C1)C=1C=C(C(N(N1)C1=CC(=CC=C1)F)=O)C(=O)N[C@@H](CO)C1CCC1 |r|